(5-cyclopropyl-1H-pyrazol-3-yl)-2-(5-(isopropylsulfonyl)-2,5-diazabicyclo[2.2.2]octan-2-yl)quinazolin-4-amine C1(CC1)C1=CC(=NN1)C1=C2C(=NC(=NC2=CC=C1)N1C2CN(C(C1)CC2)S(=O)(=O)C(C)C)N